(1R)-1-(2-pyridyl)ethanamine N1=C(C=CC=C1)[C@@H](C)N